CC1=C(C=C(C=N1)N)B1OC(C(O1)(C)C)C 6-methyl-5-(4,4,5-trimethyl-1,3,2-dioxaborolan-2-yl)pyridin-3-amine